3-(2,2-dimethyl-1,3-dioxolan-4-ylidene)-2-oxopropanoic acid methyl ester COC(C(C=C1OC(OC1)(C)C)=O)=O